7-bromo-2-((1S,2S)-2-(3-chlorophenyl)cyclopropyl)-4-methoxyquinoline BrC1=CC=C2C(=CC(=NC2=C1)[C@@H]1[C@H](C1)C1=CC(=CC=C1)Cl)OC